2-(4-(tert-Butoxycarbonyl)piperazin-1-yl)thiazole-4-carboxylic acid ethyl ester C(C)OC(=O)C=1N=C(SC1)N1CCN(CC1)C(=O)OC(C)(C)C